CN(C=1C2=C(N=CN1)NC=C2)[C@H]2CNCC[C@H]2C N-methyl-N-[(3R,4R)-4-methylpiperidin-3-yl]-7H-pyrrolo[2,3-d]pyrimidin-4-amine